9,10-di(1-naphthalenyl)anthracene C1(=CC=CC2=CC=CC=C12)C=1C2=CC=CC=C2C(=C2C=CC=CC12)C1=CC=CC2=CC=CC=C12